CC1=CC(=NC(=N1)C1=NC=CC=C1)NC[C@H](CN1CCCCC1)O (2R)-1-{[6-methyl-2-(pyridin-2-yl)pyrimidin-4-yl]amino}-3-(piperidine-1-yl)propan-2-ol